[Cl-].C(CCCCCC)[NH+]1C(=CC=C1)CC 1-Heptyl-2-ethylpyrrolium chlorid